ClC=1C(=C(CN2[C@@H](C[C@@](CC2)(C(=O)[O-])CC2=NC(=C(C(=C2)C)F)NC2=NNC(=C2)C)C)C=CC1)F.[K+] potassium (2R,4R)-1-(3-chloro-2-fluorobenzyl)-4-((5-fluoro-4-methyl-6-((5-methyl-1H-pyrazol-3-yl)amino)pyridin-2-yl)methyl)-2-methylpiperidine-4-carboxylate